methyl [(6S)-4-(4'-amino[1,1'-biphenyl]-4-yl)-2,3,9-trimethyl-6H-thieno[3,2-f][1,2,4]triazolo[4,3-a][1,4]diazepin-6-yl]acetate NC1=CC=C(C=C1)C1=CC=C(C=C1)C1=N[C@H](C=2N(C3=C1C(=C(S3)C)C)C(=NN2)C)CC(=O)OC